2-[2-(aminomethyl)-3,3-difluoro-allyl]-4-[[5-(1-ethylpyrazol-4-yl)-2-thienyl]methyl]-5-methyl-1,2,4-triazol-3-one NCC(CN1N=C(N(C1=O)CC=1SC(=CC1)C=1C=NN(C1)CC)C)=C(F)F